OCC1OCC(C2=CC(=CC=C12)C(=O)O)C (hydroxymethyl)-4-methyl-isochroman-6-carboxylic acid